CN1CCN(CC1)C1=CC=C(C=C1)C1=C(C(=NC(=N1)N)N1OCCC1C1=CC=CC=C1)C(F)(F)F (4-(4-methylpiperazin-1-yl)phenyl)-4-(3-phenylisoxazolidin-2-yl)-5-(trifluoromethyl)pyrimidin-2-amine